ethyl (3E)-2,2-dimethyl-3-[3-(6-methylpyridin-2-yl)prop-2-yn-1-ylidene]pyrrolidine-1-carboxylate CC/1(N(CC\C1=C/C#CC1=NC(=CC=C1)C)C(=O)OCC)C